The molecule is an oxo-fatty acyl-CoA that results from the formal condensation of the thiol group of coenzyme A with the carboxylic acid group of (3S)-3-isopropenyl-6-oxoheptanoic acid. It has a role as a mouse metabolite. It is an oxo-fatty acyl-CoA, a branched-chain fatty acyl-CoA and a monounsaturated fatty acyl-CoA. It derives from a heptanoyl-CoA and a (3S)-3-isopropenyl-6-oxoheptanoic acid. CC(=C)[C@@H](CCC(=O)C)CC(=O)SCCNC(=O)CCNC(=O)[C@@H](C(C)(C)COP(=O)(O)OP(=O)(O)OC[C@@H]1[C@H]([C@H]([C@@H](O1)N2C=NC3=C(N=CN=C32)N)O)OP(=O)(O)O)O